CN1N=C2C(=CC(=CC2=C1)C=1SC=2N=C(SC2N1)C1CCNCC1)C#N 2-Methyl-5-[5-(piperidin-4-yl)[1,3]thiazolo[5,4-d][1,3]thiazol-2-yl]-2H-indazol-7-carbonitril